CC=1C=CC(=C(CNC(C(=O)O)CC)C1)OCC#CC1=CC=CC=C1 (5-methyl-2-((3-phenylpropan-2-yn-1-yl)oxy)benzylamino)butyric acid